O1CCN(CC12CCNCC2)C(=O)OCCCC butyl 1-oxa-4,9-diazaspiro[5.5]undecane-4-carboxylate